FC(CCCO)(C(F)(F)F)F 4,4,5,5,5-Pentafluoro-1-pentanol